FC(C1=C2CN(CC2=CC=C1)S(=O)(=O)N)F 4-(difluoromethyl)isoindoline-2-sulfonamide